(S)-7-(4-fluorobenzyl)-2-methyl-N-((R)-tetrahydrofuran-3-yl)-2,3-dihydro-1H-pyrido[2,3-b][1,4]oxazine-6-carboxamide FC1=CC=C(CC2=CC3=C(OC[C@@H](N3)C)N=C2C(=O)N[C@H]2COCC2)C=C1